4-Benzyl-oxy-6-methyl-benzofuran-3-one C(C1=CC=CC=C1)OC1=CC(=CC2=C1C(CO2)=O)C